ClC1=CC=C(CNC2=CC=NC3=CC=CC=C23)C=C1 N-(4-chlorobenzyl)quinolin-4-amine